FC(OC=1C=C(C=CC1)C1=CN(C=2C1=NC=C(C2)C(=O)NC(CS(=O)(=O)C)C)C2=NC=C(C=N2)F)F 3-(3-(difluoromethoxy)phenyl)-1-(5-fluoropyrimidin-2-yl)-N-(1-(methylsulfonyl)propan-2-yl)-1H-pyrrolo[3,2-b]pyridine-6-carboxamide